N-(1-cyano-2-ethylperoxyethyl)-3,5-bistrifluoromethylbenzamide C(#N)C(COOCC)NC(C1=CC(=CC(=C1)C(F)(F)F)C(F)(F)F)=O